C(=C)(C)C1C2C=CC(C1)C2 5-isopropenylnorbornene